FC1([C@@H](CN2C(N(CC[C@@H]21)C2=NOC1=C2C(=CC=C1)C1=C(C=C(C=C1F)F)F)=O)NS(=O)(=O)C1CC1)F N-{(4aR,6R)-5,5-Difluoro-1-oxo-2-[4-(2,4,6-trifluorophenyl)-1,2-benzoxazol-3-yl]octahydropyrrolo[1,2-c]pyrimidin-6-yl}cyclopropanesulfonamide